CC=1SC(=CN1)[Sn](CCCC)(CCCC)CCCC 2-methyl-5-(tributylstannyl)-1,3-thiazole